3-((4-amino-6-chloro-1H-pyrazolo[3,4-d]pyrimidin-1-yl)methyl)-5-(2-hydroxyethyl)benzaldehyde NC1=C2C(=NC(=N1)Cl)N(N=C2)CC=2C=C(C=O)C=C(C2)CCO